ClC=1C=NN(C1C1=NN2C(N(C(CC2)=O)[C@@H](C)C2=CC=C(C=C2)C=2N(C=C(N2)C(F)(F)F)CC)=C1)C(C)C (S)-2-(4-chloro-1-isopropyl-1H-pyrazol-5-yl)-4-(1-(4-(1-ethyl-4-(trifluoromethyl)-1H-imidazol-2-yl)phenyl)ethyl)-6,7-dihydropyrazolo[1,5-a]pyrimidin-5(4H)-one